ClC=1C=C(C#N)C=CC1OC1=NC=CC=C1 3-chloro-4-(pyridin-2-yloxy)benzonitrile